(S)-(5-amino-1-methyl-1H-indol-6-yl)-N-(tert-butoxycarbonyl)-L-cysteine NC=1C=C2C=CN(C2=CC1N([C@H](CS)C(=O)O)C(=O)OC(C)(C)C)C